6-[[4-[[1-(3,3-dimethylbutyl)-1,4-diazepan-6-yl]oxy]-6-(2,6-dimethylphenyl)pyrimidin-2-yl]sulfamoyl]pyridine-2-carboxylic acid CC(CCN1CCNCC(C1)OC1=NC(=NC(=C1)C1=C(C=CC=C1C)C)NS(=O)(=O)C1=CC=CC(=N1)C(=O)O)(C)C